(4-hydroxy-3,5-di-tert-butylphenyl)propanoic acid OC1=C(C=C(C=C1C(C)(C)C)C(C(=O)O)C)C(C)(C)C